(3-amino-6-(2-methyl-2H-pyrazolo[3,4-b]pyridin-5-yl)thieno[2,3-b]pyridin-2-yl)(3,3-difluorocyclobutyl)methanone NC1=C(SC2=NC(=CC=C21)C2=CC=1C(N=C2)=NN(C1)C)C(=O)C1CC(C1)(F)F